C(=O)(O)CN([C@@H](CCCCN)C(=O)O)CC(=O)O Nα,Nα-bis(carboxymethyl)-L-lysine